C(C)(C)(C)OC(=O)C=1C=CC2=C(N(C(=N2)CN2CCC(CC2)C2=NC(=CC=C2)Cl)C[C@H]2OCC2)C1 (S)-2-((4-(6-chloropyridin-2-yl)piperidin-1-yl)methyl)-1-(oxetan-2-ylmethyl)-1H-benzo[d]imidazole-6-carboxylic acid tert-butyl ester